O=C1NC(CCC1NC1=CC=C(C=C1)C1CCN(CC1)CC1=CC=C(C=C1)CCCNC(=O)C=1C=NN2C1N=C(C=C2)N2[C@H](CCC2)C2=C(C=CC(=C2)F)F)=O |r| N-[3-[4-[[4-[4-[(2,6-dioxo-3-piperidyl)amino]phenyl]-1-piperidyl]methyl]phenyl]propyl]-5-[rac-(2R)-2-(2,5-difluorophenyl)pyrrolidin-1-yl]pyrazolo[1,5-a]pyrimidine-3-carboxamide